NC1=CC=C(OCC)C=C1 (4-aminophenoxy)methyl-methane